N-(benzo[d]thiazol-6-yl)-2-(4-(cyclopentylamino)phenyl)-1-(2-fluoro-6-methylbenzoyl)octahydro-1H-cyclopenta[b]pyridine-3-carboxamide S1C=NC2=C1C=C(C=C2)NC(=O)C2CC1C(N(C2C2=CC=C(C=C2)NC2CCCC2)C(C2=C(C=CC=C2C)F)=O)CCC1